CN1C(=CC(=C1)NC(=O)C=1N(C=CN1)CC(F)(F)F)C(=O)O 1-methyl-4-[1-(2,2,2-trifluoroethyl)imidazole-2-amido]pyrrole-2-carboxylic acid